bis(2-chloro-1-naphthoyl)-2,5-dimethylphenylphosphine oxide ClC1=C(C2=CC=CC=C2C=C1)C(=O)P(C1=C(C=CC(=C1)C)C)(C(=O)C1=C(C=CC2=CC=CC=C12)Cl)=O